FC=1C=C2C(=CNC(C2=CC1F)=O)[C@@H](C)N(C(=O)NC1=CC=C(C=C1)F)C (R)-1-(1-(6,7-difluoro-1-oxo-1,2-dihydroisoquinolin-4-yl)ethyl)-3-(4-fluorophenyl)-1-methylurea